C(C)(C)(C)OC(NCC1=CC(=CC(=C1)F)N=[N+]=[N-])=O 3-Azido-5-fluorobenzyl-carbamic acid tert-butyl ester